O[C@]12[C@@H]3CC[C@@H]4C[C@@H](CC[C@@]4([C@H]3CC[C@@]2([C@H](CC1)C=1C=CC(OC1)=O)C)C)NC(CNC(OCC1C2=CC=CC=C2C=2C=CC=CC12)=O)=O (9H-fluoren-9-yl)methyl (2-(((3R,5R,8R,9S,10S,13R,14S,17R)-14-hydroxy-10,13-dimethyl-17-(2-oxo-2H-pyran-5-yl)hexadecahydro-1H-cyclopenta[a]phenanthren-3-yl)amino)-2-oxoethyl)carbamate